FC=1C(=CC(=NC1)OC)C=O 5-FLUORO-4-FORMYL-2-METHOXYPYRIDINE